CC1=NC=2N(C(=C1C)[C@]1(CN(CCC1)CC#N)C)N=C(C2)[C@@H]2CC[C@H](CC2)C(F)(F)F 2-[(3R)-3-{5,6-dimethyl-2-[trans-4-(trifluoromethyl)cyclohexyl]pyrazolo[1,5-a]pyrimidin-7-yl}-3-methylpiperidin-1-yl]acetonitrile